[3-(4-amino-7-methyl-7H-pyrrolo[2,3-d]pyrimidin-5-yl)-2-fluoro-phenyl]-amid NC=1C2=C(N=CN1)N(C=C2C=2C(=C(C=CC2)[NH-])F)C